2-methoxycarbonylpropyl-2-oxazoline COC(=O)C(CC=1OCCN1)C